C(C)(C)(C)OC(CN1CCN(CCN(CC1)CC(OC(C)(C)C)=O)[C@H](CCC(=O)O)C(=O)OC(C)(C)C)=O (R)-4-(4,7-bis(2-(tert-butoxy)-2-oxoethyl)-1,4,7-triazacyclononan-1-yl)-5-(tert-butoxy)-5-oxopentanoic acid